3-chloro-2-hydroxy-4-(trifluoromethyl)benzaldehyde ClC=1C(=C(C=O)C=CC1C(F)(F)F)O